1-(2-{[3-(4-fluorophenyl)-5-methyl-1,2-oxazol-4-yl]methoxy}-5,6,7,8-tetrahydro-1,6-naphthyridin-6-yl)-3-methanesulfonylpropan-1-one FC1=CC=C(C=C1)C1=NOC(=C1COC1=NC=2CCN(CC2C=C1)C(CCS(=O)(=O)C)=O)C